2-(cyclohexyl-(2-(dimethylamino)ethyl)amino)-1-ethanol C1(CCCCC1)N(CCO)CCN(C)C